ethyl 2-[tert-butyl-[(2R)-3-(1,3-dioxoisoindolin-2-yl)-2-(1-methyl-1-trimethyl silyl-ethoxy)propyl]amino]acetate C(C)(C)(C)N(CC(=O)OCC)C[C@H](CN1C(C2=CC=CC=C2C1=O)=O)OC(C)([Si](C)(C)C)C